CC1=C(N=C(O1)C1=CC=C(C=C1)C)CN1C2=C(C=C1C(=O)OC)OC=C2 methyl 4-[[5-methyl-2-(4-methylphenyl)-1,3-oxazol-4-yl]methyl]furo[3,2-b]pyrrole-5-carboxylate